C(CCCCCCC)C(CCCCCCCC)C1N(CCCC1(C(=O)O)C)C 1-octylnonyl-1,3-dimethylpiperidine-3-carboxylic acid